ClC1=CC2=C(C3=CC=CC=C3C(=C2C=C1)OC(=O)CCCCC)OC(=O)CCCCC 2-chloro-9,10-bis(n-pentylcarbonyloxy)anthracene